C1(=CC(=CC=C1)CCCCC(CC(=O)OC)(C)C)CCCCC(CC(=O)OC)(C)C Dimethyl 7,7'-(1,3-phenylene)bis(3,3-dimethylheptanoate)